FC(C=C)(F)C=1C=NC2=CC=CC=C2N1 3-(1,1-difluoroallyl)quinoxalin